Cl.FC1CNC1 3-fluoroazetidine hydrochloric acid salt